C(#N)C=1C(=NC(=C(C(=O)O)C1O)C)C 5-cyano-4-hydroxy-2,6-dimethylnicotinic acid